thiophen-3-ylmethyl 2-({[3-chloro-1-(2,6-difluorophenyl)-6-methyl-2-oxo-1,2-dihydropyridin-4-yl] oxy} methyl)-5-fluorobenzylcarbamate ClC=1C(N(C(=CC1OCC1=C(CNC(OCC2=CSC=C2)=O)C=C(C=C1)F)C)C1=C(C=CC=C1F)F)=O